tert-butoxycarbonyl-hydrazine C(C)(C)(C)OC(=O)NN